4-amino-7-cyclopropyl-1-[(1R)-1-[(3R)-oxolan-3-yl]ethyl]pyrido[2,3-d]pyrimidin-2-one NC=1C2=C(N(C(N1)=O)[C@H](C)[C@@H]1COCC1)N=C(C=C2)C2CC2